N-(4-benzopyrrolyl-butyl)benzamide N1C(=CC2=C1C=CC=C2)CCCCNC(C2=CC=CC=C2)=O